8-hydroxytryptamine C1=CC=C2C(=C1)C(=CN2)C(CN)O